ClC=1C=C(C=CC1)[C@@H]1[C@H](C1)C(=O)NC1=NC=NC(=C1)NCC1=NN2C(C(=CC(=C2)C2CC2)N2CCN(CC2)C)=N1 (1S,2S)-2-(3-chlorophenyl)-N-(6-(((6-cyclopropyl-8-(4-methylpiperazin-1-yl)-[1,2,4]triazolo[1,5-a]pyridin-2-yl)methyl)amino)pyrimidin-4-yl)cyclopropane-1-carboxamide